3-({6-[5-Fluoro-3-(piperidin-4-yl)cinnolin-7-yl]-2-methylimidazo[1,2-b]pyridazin-8-yl}oxy)-N,N-dimethylpropan-1-amine tri-hydrochloride Cl.Cl.Cl.FC1=C2C=C(N=NC2=CC(=C1)C=1C=C(C=2N(N1)C=C(N2)C)OCCCN(C)C)C2CCNCC2